N-{3-[4-(trifluoromethyl)phenyl]-1,2,4-oxadiazol-5-yl}benzamide FC(C1=CC=C(C=C1)C1=NOC(=N1)NC(C1=CC=CC=C1)=O)(F)F